C(=O)C1=NC2=CC=C(C=C2C=C1)CNC(C)=O N-((2-formylquinolin-6-yl)methyl)acetamide